FC1=CC=C(C=C1)C#CCO 3-(4-fluorophenyl)-2-propyn-1-ol